1-(5-(4-amino-7-cyclopropyl-7H-pyrrolo[2,3-d]pyrimidin-5-yl)quinolin-8-yl)-3-(3-(tert-butyl)isoxazol-5-yl)urea NC=1C2=C(N=CN1)N(C=C2C2=C1C=CC=NC1=C(C=C2)NC(=O)NC2=CC(=NO2)C(C)(C)C)C2CC2